C(C)(C)(C)OC(=O)N1CC(C1)(C)C(\C=C\N(C)C)=O 3-[(E)-3-(Dimethylamino)propane-2-enoyl]-3-methyl-azetidine-1-carboxylic acid tert-butyl ester